2-(3,3,3-trifluoropropyl)-3-methyl-succinic acid diisobutyl ester C(C(C)C)OC(C(C(C(=O)OCC(C)C)C)CCC(F)(F)F)=O